NC1=C(C(=CC=C1)Cl)NC(OC(C)(C)C)=O tert-butyl (2-amino-6-chlorophenyl)carbamate